BrC1=CC=C2[C@@]([C@H](COC2=C1F)F)(C#N)N[S@@](=O)C(C)(C)C (S)-N-((3R,4S)-7-bromo-4-cyano-3,8-difluorochroman-4-yl)-2-methylpropane-2-sulfinamide